C(/C1=CC=CC=C1)=N\N1C(C(NCC1)=O)=O (E)-1-(benzylideneamino)piperazine-2,3-dione